4-({[(3-methyl-3-sulfanylbutyl)carbamoyl]oxy}methyl)phenyl beta-D-glucopyranosiduronic acid O([C@H]1[C@H](O)[C@@H](O)[C@H](O)[C@H](O1)C(=O)O)C1=CC=C(C=C1)COC(NCCC(C)(S)C)=O